ClC1=NC=C(C(=N1)N1OCC[C@H]1C1=CC=CC=C1)C(F)(F)F (S)-2-(2-chloro-5-(trifluoromethyl)pyrimidin-4-yl)-3-phenylisoxazolidine